(R)-2-((3'-ethoxy-5-hydroxy-4'-(7-oxo-6,7-dihydro-3H-[1,2,3]triazolo[4,5-d]pyrimidin-5-yl)-[1,1'-biphenyl]-3-yl)oxy)propanoic acid C(C)OC=1C=C(C=CC1C=1NC(C2=C(N1)NN=N2)=O)C2=CC(=CC(=C2)O)O[C@@H](C(=O)O)C